C1(=CC=CC=C1)C1OC(OC1C1=CC=CC=C1)=C 4,5-Di-phenyl-2-methylen-1,3-dioxolan